5-(4-chloro-3-(phenylsulfinamido)phenyl)nicotinic acid ClC1=C(C=C(C=C1)C=1C=NC=C(C(=O)O)C1)NS(=O)C1=CC=CC=C1